C(CCCCCCCCCN=C=O)N=C=O decylene diisocyanate